((1s,3s)-3-(benzylamino)cyclobutyl)(3,3,5-trimethyl-2,3-dihydro-1H-pyrrolo[3,2-b]pyridin-1-yl)methanone C(C1=CC=CC=C1)NC1CC(C1)C(=O)N1CC(C2=NC(=CC=C21)C)(C)C